2-(2-propylhexyl)benzimidazole C(CC)C(CC=1NC2=C(N1)C=CC=C2)CCCC